tert-butyl 5-(1-carbamoyl-6,7,8,9-tetrahydro-5H-pyrido[3,4-b]indol-4-yl)-3,4-dihydroisoquinoline-2(1H)-carboxylate C(N)(=O)C1=NC=C(C2=C1NC=1CCCCC21)C2=C1CCN(CC1=CC=C2)C(=O)OC(C)(C)C